Methyl (2S)-2-[(3S)-1-{[2-(difluoromethoxy)-4-{[1-(4-fluorophenyl)-3-methyl-1H-pyrazole-4-carbonyl]amino}phenyl]methyl}piperidin-3-yl]-2-hydroxypropanoate FC(OC1=C(C=CC(=C1)NC(=O)C=1C(=NN(C1)C1=CC=C(C=C1)F)C)CN1C[C@H](CCC1)[C@](C(=O)OC)(C)O)F